C(C1=CC=CC=C1)OC(=O)N1CC2=CC=C(C=C2C1)CN1CCN(CC1)CCCCCNC(=O)OC(C)(C)C Benzyl-5-((4-(5-((t-butoxycarbonyl)amino)pentyl)piperazin-1-yl)methyl)isoindoline-2-carboxylate